Cl.CC1=C(C(=O)NC2=C(C=CC=C2)C)C=CC(=C1)S(N[C@H](C)C1CCNCC1)(=O)=O (R)-2-methyl-4-(N-(1-(piperidin-4-yl)ethyl)sulfamoyl)-N-(o-tolyl)benzamide hydrochloride